[Zn].N1=CN=C2N=CNC2=C1N adenine zinc salt